tert-Butyl (R)-3-((S)-3,4-dimethylpiperazin-1-yl)pyrrolidine-1-carboxylate C[C@H]1CN(CCN1C)[C@H]1CN(CC1)C(=O)OC(C)(C)C